C(C)(C)(C)C1N(CCC2(C1)OC1=C(C2=N[S@](=O)C(C)(C)C)C=CC=C1)C(=O)OC=1C=NC=C(C1)OCC1=CC=C(C=C1)OC 5-[(4-methoxyphenyl)methoxy]pyridin-3-ol tert-butyl-(3R)-3-[[(R)-tert-butylsulfinyl]imino]spiro[3H-benzofuran-2,4'-piperidine]-1'-carboxylate